S1C(=NC2=C1C=CC=C2)NC2=C(C=C(N=N2)C(=O)C2=CC=C(C(=N2)C(=O)O)C=2C=NN(C2C)CC21CC3(C[C@](C[C@@](C2)(C3)C)(C1)C)OCCO)C 6-(6-(benzo[d]thiazol-2-ylamino)-5-methylpyridazine-3-carbonyl)-3-(1-(((1r,3s,5R,7S)-3-(2-hydroxyethoxy)-5,7-dimethyladamantan-1-yl)methyl)-5-methyl-1H-pyrazol-4-yl)picolinic acid